O=C1C=CN=C2N1C=C(C=C2C=C)C(=O)[O-] 4-oxo-9-vinyl-4H-pyrido[1,2-a]pyrimidine-7-carboxylate